3-Bromo-2-(but-3-en-1-yloxy)pyridine BrC=1C(=NC=CC1)OCCC=C